benzeneFormic acid trifluoroacetate FC(C(=O)O)(F)F.C1(=CC=CC=C1)C(=O)O